O=C1CC2(C1)CN(C2)C2=CC=CC(=N2)CN2N=NC(=C2)C2=C1C(=NC(=C2)C=2C(=C(C#N)C=CC2)C)NC=N1 (7-(1-((6-(2-oxo-6-azaspiro[3.3]heptan-6-yl)pyridin-2-yl)methyl)-1H-1,2,3-triazol-4-yl)-3H-imidazo[4,5-b]pyridin-5-yl)-2-methylbenzonitrile